4-fluoro-2-(4-(4-methyl-4H-1,2,4-triazol-3-yl)piperidin-1-yl)-3-(6-methylpyridazin-4-yl)benzonitrile FC1=C(C(=C(C#N)C=C1)N1CCC(CC1)C1=NN=CN1C)C1=CN=NC(=C1)C